methoxymethyl-3-butylimidazole COCC1=NC=CN1CCCC